N1(CCC1)CCN1CNC2=NC=C(C=C21)C2=CC(=CC=C2)Cl 1-[2-(azetidin-1-yl)ethyl]-6-(3-chlorophenyl)-3H-imidazo[4,5-b]Pyridine